C(C)C=1C=NC(=NC1)N1CCC(CC1)[C@H](C)OC=1SC2=NC(=CC=C2N1)C=1C=NC(=NC1)Cl 2-((S)-1-(1-(5-ethylpyrimidin-2-yl)piperidin-4-yl)ethoxy)-5-(2-chloropyrimidin-5-yl)thiazolo[5,4-b]pyridin